[2-[3-Ethylsulfonyl-5-(2,2,2-trifluoroethoxy)-2-pyridyl]-1,3-benzoxazol-5-yl]iminooxo(trifluoromethyl)-λ6-sulfan C(C)S(=O)(=O)C=1C(=NC=C(C1)OCC(F)(F)F)C=1OC2=C(N1)C=C(C=C2)N=S(C(F)(F)F)=O